CC(CC(C#N)C)(C)C 4-methyl-2,4-dimethylvaleronitrile